FC=1C=C(C=CC1O)N1C=2N(C(C=C1C)=O)N=C(C2C2=CC=CC=C2)C2=CC=CC=C2 (3-fluoro-4-hydroxyphenyl)-5-methyl-2,3-diphenylpyrazolo[1,5-a]Pyrimidin-7(4H)-one